NC1=NC=2C=CC(=CC2C2=C1COC2)C(=O)N([C@@H]2CCOC1=CC(=CC=C21)C(F)(F)F)C 4-amino-N-methyl-N-((4R)-7-(trifluoromethyl)-3,4-dihydro-2H-chromen-4-yl)-1,3-dihydrofuro[3,4-c]quinoline-8-carboxamide